C(C)OC(=C)C=1C(=NC=C(C1)F)CO (3-(1-ethoxyvinyl)-5-fluoropyridin-2-yl)methanol